4-(cyclopropyl-(methyl)amino)but-2-enamide C1(CC1)N(CC=CC(=O)N)C